N-benzyl-5-[4-(propane-2-sulfonyl)phenyl]-1H-pyrrolo[2,3-b]pyridine-3-carboxamide C(C1=CC=CC=C1)NC(=O)C1=CNC2=NC=C(C=C21)C2=CC=C(C=C2)S(=O)(=O)C(C)C